4-methyltetrahydro-2H-pyran-4-carbaldehyde CC1(CCOCC1)C=O